(S)-ethyl 4-(3-(N,N-bis(4-methoxybenzyl)sulfamoyl)-4-((2-((tert-butoxycarbonyl)amino)propyl)sulfonyl)-2-(2-(4-methoxybenzyl)-2H-tetrazol-5-yl)phenyl)-1H-benzo[d]imidazole-2-carboxylate COC1=CC=C(CN(S(=O)(=O)C=2C(=C(C=CC2S(=O)(=O)C[C@H](C)NC(=O)OC(C)(C)C)C2=CC=CC=3NC(=NC32)C(=O)OCC)C=3N=NN(N3)CC3=CC=C(C=C3)OC)CC3=CC=C(C=C3)OC)C=C1